NC(C(=O)NC[C@@H]1CN(CCO1)C1=NC(=C(C(=C1C#N)CC)C#N)SC(C(=O)N)C1=CC=CC=C1)(C)C 2-amino-N-(((2R)-4-(6-((2-amino-2-oxo-1-phenylethyl)thio)-3,5-dicyano-4-ethylpyridin-2-yl)morpholin-2-yl)methyl)-2-methylpropanamide